2-chloro-4-(8-(4-(4-((1-(2-(2,6-dioxopiperidin-3-yl)-1,3-dioxoisoindolin-5-yl)-4-methylpiperidin-4-yl)methyl)piperazin-1-yl)benzoyl)-2,8-diazaspiro[4.5]decan-2-yl)benzonitrile ClC1=C(C#N)C=CC(=C1)N1CC2(CC1)CCN(CC2)C(C2=CC=C(C=C2)N2CCN(CC2)CC2(CCN(CC2)C=2C=C1C(N(C(C1=CC2)=O)C2C(NC(CC2)=O)=O)=O)C)=O